(S)-5-isopropyl-3-(trifluoromethyl)-5a,6,8,9-tetrahydropyrido[3',2':4,5]imidazo[1,2-a]pyrazin C(C)(C)N1C2=C(N3[C@H]1CNCC3)N=CC(=C2)C(F)(F)F